(4-amino-7-methoxymethyl-1-methyl-1H-pyrazolo[4,3-c]quinolin-8-yl)(3-(benzo[d]thiazol-5-yl)morpholinyl)methanone tert-butyl-(4-bromo-7-cyano-2,3-dihydrobenzofuran-6-yl)carbamate C(C)(C)(C)N(C(O)=O)C1=C(C2=C(CCO2)C(=C1)Br)C#N.NC1=NC=2C=C(C(=CC2C2=C1C=NN2C)C(=O)N2C(COCC2)C=2C=CC1=C(N=CS1)C2)COC